(7R,14R)-1-(difluoromethoxy)-11-[2-(morpholin-4-yl)pyrimidin-5-yl]-6,7-dihydro-7,14-methanobenzimidazo[1,2-b][2,5]benzodiazocin-5(14H)-one FC(OC1=CC=CC=2C(N[C@H]3C=4N([C@@H](C21)C3)C3=C(N4)C=CC(=C3)C=3C=NC(=NC3)N3CCOCC3)=O)F